CC1(N(CC(C1)CCCNC1=NC(=C(C=C1)C)S(N)(=O)=O)C(=O)OC(C)(C)C)C tert-Butyl 2,2-dimethyl-4-[3-[(5-methyl-6-sulfamoyl-2-pyridyl)amino]propyl]pyrrolidine-1-carboxylate